N1(CCCC1)CCCC1=C(C=CC(=C1)F)S(=O)(=O)NC1=C(C2=C([C@@H]3[C@H](CO2)OCC3)C=C1)C(=O)O |r| (3aRS,9bRS)-7-[2-(3-{pyrrolidin-1-yl}propyl)-4-fluorobenzenesulfonylamino]-1,3a,4,9b-tetrahydro-2H-furano[2,3-c]benzopyran-6-carboxylic acid